Tetraazacycloheptadecene-13-carboxylic acid benzyl ester C(C1=CC=CC=C1)OC(=O)C1CCCCCCCCNNN=NCCCC1